Dinonylnaphthalenedisulfonic Acid CCCCCCCCCC1=C2C(=CC(=CC2=C(C=C1)S(=O)(=O)O)S(=O)(=O)O)CCCCCCCCC